C(#N)C1(CCOCC1)C=1C=CC=2N(C1)N=CC2C2=CC(=C(C(=O)O)C(=C2)OC)OC(F)F 4-[6-(4-cyanotetrahydropyran-4-yl)pyrazolo[1,5-a]pyridin-3-yl]-2-(difluoromethoxy)-6-methoxy-benzoic acid